C(C\C=C/CC)OC(CCC(=O)O)OCC\C=C/CC 4,4-bis(((Z)-hex-3-en-1-yl)oxy)butanoic acid